2-(2-fluoro-4-(pyrrolidin-3-yl)phenyl)-N-(3-(4-fluoropiperidin-1-yl)propyl)benzo[d]imidazo[2,1-b]thiazole-7-carboxamide dihydrochloride Cl.Cl.FC1=C(C=CC(=C1)C1CNCC1)C=1N=C2SC3=C(N2C1)C=CC(=C3)C(=O)NCCCN3CCC(CC3)F